C(=C)OP(=O)([O-])[O-] Vinyl-Phosphate